ClC1=CC=C(C=C1)NC(=O)NC1=CC=CC=2N1C=NC2 1-(4-chlorophenyl)-3-(imidazo[1,5-a]pyridin-5-yl)urea